di((Z)-nonan-2-en-1-yl)9-((4-(dimethylamino)butanoyl)oxy)heptadecanedioate C(\C=C/CCCCCC)OC(CCCCCCCC(CCCCCCCC(=O)OC\C=C/CCCCCC)OC(CCCN(C)C)=O)=O